(1R,4R)-4-{[5-(2,6-dioxopiperidin-3-yl)pyrimidin-2-yl]oxy}cyclohexane-1-carboxylic acid hydrochloride Cl.O=C1NC(CCC1C=1C=NC(=NC1)OC1CCC(CC1)C(=O)O)=O